tert-butyl 4-{2-[(tertbutyldimethylsilyl)oxy]ethylidene}piperidine-1-carboxylate C(C)(C)(C)[Si](OCC=C1CCN(CC1)C(=O)OC(C)(C)C)(C)C